((2R,6R)-4-(2-chloro-4-methoxybenzoyl)-2,6-dimethylpiperazin-1-yl)(2-fluoro-4-methoxyphenyl)methanone ClC1=C(C(=O)N2C[C@H](N([C@@H](C2)C)C(=O)C2=C(C=C(C=C2)OC)F)C)C=CC(=C1)OC